1,4-Bis(trimethoxysilyl)benzene CO[Si](C1=CC=C(C=C1)[Si](OC)(OC)OC)(OC)OC